BrC#CCC(C1=C(C=CC(=C1)F)F)N1CC2=C(C=C(C=C2C1=O)C1=CC=C(C=C1)N1CCN(CC1)C(=O)[O-])F 4-(4-(2-(4-bromo-1-(2,5-difluorophenyl)but-3-yn-1-yl)-7-fluoro-3-oxoisoindoline-5-yl)phenyl)piperazine-1-carboxylate